C(C)OC(C=CC=CC=CC=CC=CC=CCCCCCCCCC)=O 2,4,6,8,10,12-docosahexaenoic acid ethyl ester